N-(2-(3-hydroxy-3-methylbutyl)-6-(3-(morpholine-4-carbonyl)phenyl)-2H-indazol-5-yl)-3-nitrobenzamide OC(CCN1N=C2C=C(C(=CC2=C1)NC(C1=CC(=CC=C1)[N+](=O)[O-])=O)C1=CC(=CC=C1)C(=O)N1CCOCC1)(C)C